ClC=1C=C(C=NC1)C1=NC(=C2N=CN(C2=N1)[C@H]1[C@@H]([C@@H]([C@H](O1)C(=O)NC([2H])([2H])[2H])O)O)NCC=1OC=CC1 (2S,3S,4R,5R)-5-(2-(5-chloropyridin-3-yl)-6-((furan-2-ylmethyl)amino)-9H-purin-9-yl)-3,4-Dihydroxy-N-(methyl-d3)tetrahydrofuran-2-carboxamide